CN1CCN(CC1)C1=CC2=C(N(C(=N2)C#C[Si](C(C)C)(C(C)C)C(C)C)C2=CC=C(C=C2)OC(F)(F)F)C=C1 5-(4-methylpiperazin-1-yl)-1-(4-(trifluoromethoxy)phenyl)-2-((triisopropylsilyl)ethynyl)-1H-benzo[d]imidazole